CNS(=O)(=O)C1=CC(=C(C=C1)NCC1=CC=C(C=C1)C(F)(F)F)N1N=CC(=C1)C N-methyl-3-(4-methylpyrazol-1-yl)-4-[[4-(trifluoromethyl)phenyl]methylamino]benzenesulfonamide